(1R,2R)-1-(4-nitrophenyl)-2-amino-1,3-propanediol [N+](=O)([O-])C1=CC=C(C=C1)[C@H]([C@@H](CO)N)O